5-((1-allyl-6-chloro-2,2-dioxido-4,9-dihydro-[1,2,6]thiadiazino[4,3-g]indol-3(1H)-yl)methyl)-1-methylpyridin-2(1H)-one C(C=C)N1S(N(CC=2C=C(C=3C=CNC3C21)Cl)CC=2C=CC(N(C2)C)=O)(=O)=O